tert-butyl 1-fluoro-2-formyl-6-azaspiro[2.5]octane-6-carboxylate FC1C(C12CCN(CC2)C(=O)OC(C)(C)C)C=O